N1(CCCC12CCCC2)CC(=O)NC=2C=C(C(=NC2)C)NC(=O)C2=NN=C1N2C=CC(=C1)C=1C=NN(C1)C N-(5-(2-(1-azaspiro[4.4]nonan-1-yl)acetamido)-2-methylpyridin-3-yl)-7-(1-methyl-1H-pyrazol-4-yl)-[1,2,4]triazolo[4,3-a]pyridine-3-carboxamide